(E)-N-(1-(3-(2-cyclopropylpyridin-4-yl)isoxazol-5-yl)ethylidene)-2-methylpropane-2-sulfinamide C1(CC1)C1=NC=CC(=C1)C1=NOC(=C1)\C(\C)=N\S(=O)C(C)(C)C